C(#N)C1=CC=2N(N=C1)C(=CC2)C2=NC=C(C(=O)NC[C@H](C(C)(C)O)F)C(=C2)NC2CCC(CC2)C=2SC(=NN2)C(F)F 6-(3-cyanopyrrolo[1,2-b]pyridazin-7-yl)-4-(((1r,4R)-4-(5-(difluoromethyl)-1,3,4-thiadiazol-2-yl)cyclohexyl)amino)-N-((R)-2-fluoro-3-hydroxy-3-methylbutyl)nicotinamide